4-bromo-1-fluoro-2-(methylsulfinyl)benzene BrC1=CC(=C(C=C1)F)S(=O)C